O=C1NC(CCC1C1=NN(C2=C(C=CC=C12)OCC(=O)NC1=CC=C(C=C1)OC(F)(F)F)C)=O 2-((3-(2,6-Dioxopiperidin-3-yl)-1-methyl-1H-indazol-7-yl)oxy)-N-(4-(trifluoro-methoxy)phenyl)acetamide